3-((3-fluoro-5-iodobenzyl)oxy)-2-phenylpiperidine FC=1C=C(COC2C(NCCC2)C2=CC=CC=C2)C=C(C1)I